NCC(CCO[Si](C)(C)C(C)(C)C)O 1-amino-4-((tert-butyldimethylsilyl)oxy)butan-2-ol